CC1(CC=NO1)C(=O)O 5-methyl-4,5-dihydro-1,2-oxazole-5-carboxylic acid